C(=O)C1=CC=C(C=C1)C=O 1,4-diformylbenzene